3-(2-(4-fluorophenyl)pyrazolo[1,5-a]pyrimidine-6-carbonyl)-4-hydroxybenzoic acid FC1=CC=C(C=C1)C1=NN2C(N=CC(=C2)C(=O)C=2C=C(C(=O)O)C=CC2O)=C1